C[C@@H](C[C@H](C)O)C=C (2S,4S)-4-METHYLHEX-5-EN-2-OL